FC1=CC2=CC=CC=C2C=C1 2-fluoronaphthalen